(S)-9,10-difluoro-6-(((1-(pyridin-3-yl)piperidin-3-yl)amino)methyl)-2,3-dihydro-7H-[1,4]oxazino[2,3,4-ij]quinolin-7-one FC=1C=C2C(C(=CN3C2=C(C1F)OCC3)CN[C@@H]3CN(CCC3)C=3C=NC=CC3)=O